NC=1C2=C(N=CN1)N(C(=C2C2=CC[C@@H](CC2)C(=O)N2CCC1=CC=CC=C21)C2=CC=C(C=C2)NC(C(=C)C)=O)C (R)-N-(4-(4-amino-5-(4-(indoline-1-carbonyl)cyclohex-1-enyl)-7-methyl-7H-pyrrolo[2,3-d]pyrimidin-6-yl)phenyl)methacrylamide